1-(3-methoxypropyl)-3-methylimidazolium COCCCN1C=[N+](C=C1)C